[(3R)-2-({3-[(benzo[3,4-c]1,2,5-thiadiazol-5-ylamino)methyl](2-furyl)}carbonyl)(1,2,3,4-tetrahydrobeta-carbolin-3-yl)]-N-methylcarboxamide N=1SN=C2C1C=CC(=C2)NCC2=C(OC=C2)C(=O)N2CC=1NC3=CC=CC=C3C1C[C@@H]2C(=O)NC